2-(2-((Tert-Butyldimethylsilyl)oxy)ethyl)-6-(2,3-dichloro-6-methoxyphenyl)-2-azaspiro[3.3]heptane-5-d [Si](C)(C)(C(C)(C)C)OCCN1CC2(C1)C(C(C2)C2=C(C(=CC=C2OC)Cl)Cl)[2H]